CC1C2C=CC(C1C)C2 5,6-di-methylnorbornene